(6Z)-8-(cis-4-aminocyclohexoxy)-5,5-dimethyl-6-(3,3,3-trifluoropropoxyimino)benzo[h]quinazoline-4-amine N[C@H]1CC[C@H](CC1)OC=1C=CC2=C(\C(\C(C=3C(=NC=NC23)N)(C)C)=N/OCCC(F)(F)F)C1